3-[2,5-Difluoro-4-(3-fluoro-1H-pyrazol-4-yl)phenyl]-N-methyl-N-(piperidin-4-yl)[1,3]thiazolo[4,5-c]pyridazin-6-amin FC1=C(C=C(C(=C1)C=1C(=NNC1)F)F)C1=CC2=C(N=N1)N=C(S2)N(C2CCNCC2)C